NC1=CC=2C(=NC=C(C2)C#N)N1S(=O)(=O)C1=CC=CC=C1 amino-1-(phenylsulfonyl)-1H-pyrrolo[2,3-b]pyridin-5-carbonitrile